ditrimethylsilyl sulfide C[Si](C)(C)S[Si](C)(C)C